ClC1=CC=C(C=C1)C=1C=C(C(N(N1)C=1C=NN(C1)C)=O)C(=O)NC[C@@H](C(F)(F)F)O 6-(4-chlorophenyl)-2-(1-methyl-1H-pyrazol-4-yl)-3-oxo-N-[(2S)-3,3,3-trifluoro-2-hydroxypropyl]-2,3-dihydropyridazine-4-carboxamide